C(C)(=O)O[C@@H]1[C@H](OC=2C=C(C=C(C2C1=O)O)O)C1=CC(O)=C(O)C=C1 Dihydroquercetin 3-acetate